C1(=CC=CC=C1)CS(=O)(=O)N1C2CN(CC1C2)C2=CC=C(C=N2)C=2C=1N(C=C(C2)OCC(C)(C)O)N=CC1C#N 4-(6-(6-(Phenylmethylsulfonyl)-3,6-diazabicyclo[3.1.1]hept-3-yl)pyridin-3-yl)-6-(2-hydroxy-2-methylpropyloxy)pyrazolo[1,5-a]pyridine-3-carbonitrile